CC1OC2=C(C1)C=C(C=C2)S(=O)(=O)N2CCC=CC2 1-((2-methyl-2,3-dihydrobenzofuran-5-yl)sulfonyl)-1,2,3,6-tetrahydropyridin